(R)-5-chloro-3-((S,1E,3E)-3,5-dimethylhepta-1,3-dien-1-yl)-2-(4-(3-fluorophenoxy)phenyl)-7-methyl-6,8-dioxo-2,6,7,8-tetrahydroisoquinolin-7-yl acetate C(C)(=O)O[C@]1(C(C(=C2C=C(N(C=C2C1=O)C1=CC=C(C=C1)OC1=CC(=CC=C1)F)\C=C\C(=C\[C@H](CC)C)\C)Cl)=O)C